S(=O)(=O)([O-])SS(=O)(=O)[O-] Trithionat